ClC1(O)[C@H](N)[C@@H](O)[C@H](O)[C@H](O1)CO chloro-glucosamine